FC(=C)C(F)(F)F 2,3,3,3-Tetrafluoroprop-1-en